N-((S)-1-cyclopropylethyl)-5-((R)-2-(5-fluoropyridin-3-yl)pyrrolidin-1-yl)pyrazolo[1,5-a]pyrimidine-3-carboxamide C1(CC1)[C@H](C)NC(=O)C=1C=NN2C1N=C(C=C2)N2[C@H](CCC2)C=2C=NC=C(C2)F